BrC1=CC=C(C2=CC=CC=C12)C=1C2=CC=CC=C2C=2C=CC=CC2C1 9-(4-bromonaphthyl)phenanthrene